N-(1'-cyclopropyl-5',6'-difluoro-1'H-[1,2'-bibenzo[d]imidazol]-5-yl)methanesulfonamide C1(CC1)N1C(=NC2=C1C=C(C(=C2)F)F)N2C=NC1=C2C=CC(=C1)NS(=O)(=O)C